[N+](=O)([O-])C=1C=C2C(N(C(C2=CC1)=O)C12C(NC(C(C1)C2)=O)=O)=O 1-(5-nitro-1,3-dioxoisoindolin-2-yl)-3-azabicyclo[3.1.1]heptane-2,4-dione